((Benzyloxy)methyl)-4-ethyl-1H-1,2,4-triazol-5(4H)-one C(C1=CC=CC=C1)OCN1N=CN(C1=O)CC